[3-[[(1-Aminoisoquinolin-5-yl)amino]methyl]-1-bicyclo[1.1.1]pentanyl]-(6,8-dihydro-5H-imidazo[1,2-a]pyrazin-7-yl)methanone NC1=NC=CC2=C(C=CC=C12)NCC12CC(C1)(C2)C(=O)N2CC=1N(CC2)C=CN1